2-(2-Amino-ethyl)-5-[1-(2-fluoro-6-methylphenyl)-piperidin-4-yl]-7-(2-trifluoromethylbenzyl)-2,4,5,7-tetrahydro-pyrazolo[3,4-d]pyrimidin-6-one NCCN1N=C2N(C(N(CC2=C1)C1CCN(CC1)C1=C(C=CC=C1C)F)=O)CC1=C(C=CC=C1)C(F)(F)F